FC1=C(C=CC(=C1)F)CC(C(=O)O)=O 2,4-difluorophenylpyruvic Acid